acryloxypropyldimethylbenzyl-ammonium chloride [Cl-].C(C=C)(=O)OCCC[N+](CC1=CC=CC=C1)(C)C